N-(2-((1R,4R)-2-oxa-5-azabicyclo[2.2.1]heptan-5-yl)-5-((6-((R)-3-(3'-fluoro-[1,1'-biphenyl]-3-yl)isoxazolidin-2-yl)pyrimidin-4-yl)amino)-4-methoxyphenyl)acrylamide [C@H]12OC[C@H](N(C1)C1=C(C=C(C(=C1)OC)NC1=NC=NC(=C1)N1OCC[C@@H]1C=1C=C(C=CC1)C1=CC(=CC=C1)F)NC(C=C)=O)C2